COC=1C=C(C=C(C1)OC)NC1=CC=C2N=CC(=NC2=C1)C=1C=CC(=NC1)N1CCN(CC1)C(=O)C1CN(C1)C(C=C)=O 1-(3-(4-(5-(7-((3,5-dimethoxyphenyl)amino)-quinoxalin-2-yl)pyridin-2-yl)piperazine-1-carbonyl)azetidin-1-yl)-prop-2-en-1-one